COPPER MONOETHANOLAMINE C(O)CN.[Cu]